3-(9H-carbazol-3-yl)-9H-carbazole C1=CC(=CC=2C3=CC=CC=C3NC12)C=1C=CC=2NC3=CC=CC=C3C2C1